7-((3aS,4R,6R,6aR)-6-(3-bromophenyl)-2,2-dimethyltetrahydro-4H-cyclopenta[d][1,3]dioxol-4-yl)-4-chloro-7H-pyrrolo[2,3-d]pyrimidine BrC=1C=C(C=CC1)[C@H]1C[C@H]([C@H]2[C@@H]1OC(O2)(C)C)N2C=CC1=C2N=CN=C1Cl